octafluoropentylacrylate FC(C(C(F)(F)OC(C=C)=O)(F)F)CC(F)(F)F